4-((N,N-dimethylsulfamoyl)carbamoyl)-3-(5-azaspiro[2.5]octan-5-yl)benzoic acid CN(S(=O)(=O)NC(=O)C1=C(C=C(C(=O)O)C=C1)N1CC2(CC2)CCC1)C